FC=1C=C(C2=C(C(=NO2)NC(C)C2=NC=CN=C2N2N=NC=C2)C1)F 5,7-difluoro-N-[1-[3-(triazol-1-yl)pyrazin-2-yl]ethyl]-1,2-benzoxazol-3-amine